FC(CNC=1C2=C(N=C(N1)CO)N(C(C2(C)C)=O)C2=CC=C(C=C2)N2CCOCC2)F 4-((2,2-difluoroethyl)amino)-2-(hydroxymethyl)-5,5-dimethyl-7-(4-morpholinophenyl)-5,7-dihydro-6H-pyrrolo[2,3-d]pyrimidin-6-one